7-bromo-3-(tert-butoxycarbonyl)-2-butyl-3H-imidazo[4,5-d]thieno[3,2-b]pyridine 5-oxide BrC1=CC2=[N+](C=C3C(=C2S1)N=C(N3C(=O)OC(C)(C)C)CCCC)[O-]